NC1=C(C=2C=CC=3N(C2N1C1=C(C(=CC=C1C)OC)C)N=CC3)C#N 7-amino-8-(3-methoxy-2,6-dimethylphenyl)-8H-pyrazolo[1,5-a]pyrrolo[3,2-e]pyridine-6-carbonitrile